1-bromo-3,6-di-tert-butyl-carbazole BrC1=CC(=CC=2C3=CC(=CC=C3NC12)C(C)(C)C)C(C)(C)C